2-(5-formyl-6-hydroxy-1-methyl-3-oxo-3,8,9,10-tetrahydropyrano[3,2-f]chromen-2-yl)acetate C(=O)C1=C2C(=C3CCCOC3=C1O)C(=C(C(O2)=O)CC(=O)[O-])C